C(C1=CC=CC=C1)O[C@@H](C(=O)N1CCN(CC1)C(C1=CC=CC=C1)(C1=CC=CC=C1)C1=CC=CC=C1)[C@H]([C@@H]([C@](CO)(O)COCC1=CC=CC=C1)OCC1=CC=CC=C1)OCC1=CC=CC=C1 (2R,3S,4S,5R)-2,3,4-tribenzyloxy-5-(benzyloxymethyl)-5,6-dihydroxy-1-(4-tritylpiperazine-1-yl)hexan-1-one